ClC=1C(=C(C(=CC1)F)C=1C(N(N=C(C1O)C)C)=O)OCC=1SC=CN1 4-[3-chloro-6-fluoro-2-(thiazol-2-ylmethoxy)phenyl]-5-hydroxy-2,6-dimethyl-pyridazin-3-one